C(C)(C)(C)[C@@H]1CC=2C=C3C(=NC2CC1)SC(=C3)C(=O)N[C@H](CCN3CCN(CC3)CCOC)C3=CC=C(C=C3)C3=CNC(C=C3)=O (6S)-6-tert-butyl-N-[(1R)-3-[4-(2-methoxyethyl)piperazin-1-yl]-1-[4-(6-oxo-1H-pyridin-3-yl)phenyl]propyl]-5,6,7,8-tetrahydrothieno[2,3-b]quinoline-2-carboxamide